(1R,2S)-1-(2-chlorophenyl)-1-(3-cyano-1-methyl-1H-pyrazol-4-yl)propan ClC1=C(C=CC=C1)[C@H](CC)C=1C(=NN(C1)C)C#N